diethylene glycol 1,2-bis(succinimidyl 3-oxypropionate) C1CC(=O)N(C1=O)OC(=O)CCOCCOCCOCCC(=O)ON2C(=O)CCC2=O